ClC1=NC=CC=C1C(=O)NC1=CC=C(C=C1)C(\C=C\C1=CC=C(C=C1)N(C)CCO)=O 2-Chloro-N-[4-[(E)-3-[4-[2-hydroxyethyl(methyl)amino]phenyl]prop-2-enoyl]phenyl]pyridine-3-carboxamide